4-(3-amino-6-chloropyridazin-4-yl)piperazine NC=1N=NC(=CC1N1CCNCC1)Cl